N-(6-methoxy-1-methylindazol-7-yl)-1-{4H,6H,7H,8H-pyrazolo[3,2-c][1,4]oxazepin-3-yl}pyrazole-4-sulfonamide COC1=CC=C2C=NN(C2=C1NS(=O)(=O)C=1C=NN(C1)C=1C=NN2C1COCCC2)C